N-(4-(2,5-difluorophenyl)-2-(rac-anti-2-(trifluoromethyl)tetrahydrofuran-3-yl)pyridin-3-yl)-2-isopropylpyrimidine-5-carboxamide FC1=C(C=C(C=C1)F)C1=C(C(=NC=C1)C1C(OCC1)C(F)(F)F)NC(=O)C=1C=NC(=NC1)C(C)C